1-methyl-3-(7-(methylamino)-5-(phenylamino)pyrazolo[1,5-a]pyrimidin-3-yl)urea CNC(=O)NC=1C=NN2C1N=C(C=C2NC)NC2=CC=CC=C2